4-ethoxycarbonylpiperazinium hydrogen sulfate S(=O)(=O)(O)[O-].C(C)OC(=O)N1CC[NH2+]CC1